(S)-1-((3-methyl-6-(4,4,4-trifluorobutoxy)-3,4-dihydronaphthalen-2-yl)methyl)-N-(pyridin-3-yl)azetidine-3-carboxamide C[C@@H]1C(=CC2=CC=C(C=C2C1)OCCCC(F)(F)F)CN1CC(C1)C(=O)NC=1C=NC=CC1